1-cyclopropylmethyl-N-(1H-indol-3-yl)-3,3-dimethyl-2-oxoindoline-6-carboxamide C1(CC1)CN1C(C(C2=CC=C(C=C12)C(=O)NC1=CNC2=CC=CC=C12)(C)C)=O